2-methyl-5-(pyridin-4-ylmethoxy)benzofuran-3-carboxylic acid CC=1OC2=C(C1C(=O)O)C=C(C=C2)OCC2=CC=NC=C2